[Ca+2].C1(=CC=CC=C1)S(=O)(=O)[O-].C1(=CC=CC=C1)S(=O)(=O)[O-] benzenesulfonate calcium salt